N-[(1R,3S)-3-{[6-chloro-2-(trifluoromethyl)quinolin-4-yl]amino}cyclohexyl]-5-cyano-1-methyl-1H-pyrazole-4-carboxamide ClC=1C=C2C(=CC(=NC2=CC1)C(F)(F)F)N[C@@H]1C[C@@H](CCC1)NC(=O)C=1C=NN(C1C#N)C